C1(CC1)C1C(NC=2C(=CC=C3C=C(N1C32)C(=O)OCC)S(=O)(=O)C)=O ethyl 11-cyclopropyl-7-methylsulfonyl-10-oxo-1,9-diazatricyclo[6.3.1.04,12]dodeca-2,4,6,8(12)-tetraene-2-carboxylate